C12(CC(C1)C2)C(=O)N2[C@H]([C@H](C(C2)(F)F)NS(=O)(=O)C)CC2=C(C(=CC=C2)C2=CC(=NC(=C2)C)C)F N-[(2S,3R)-1-(bicyclo[1.1.1]pentane-1-carbonyl)-2-{[3-(2,6-dimethylpyridin-4-yl)-2-fluorophenyl]methyl}-4,4-difluoro-pyrrolidin-3-yl]methanesulfonamide